C(C)(=O)OCCC=C(C(=O)O)C.C(C(=C)C)(=O)OCCOC(C)=O acetoxyethyl methacrylate (acetoxyethyl methacrylate)